N-((1S,2R)-2-((4-bromo-2-nitro-6-(piperidin-1-carbonyl)phenyl)amino)cyclohexyl)isoquinolin-4-formamide BrC1=CC(=C(C(=C1)C(=O)N1CCCCC1)N[C@H]1[C@H](CCCC1)NC(=O)C1=CN=CC2=CC=CC=C12)[N+](=O)[O-]